(3,6-dichloro-5-methyl-pyridazin-4-yl)-2-hydroxy-propionic acid ethyl ester C(C)OC(C(C)(O)C1=C(N=NC(=C1C)Cl)Cl)=O